C(C)N1C=CC=2C(=NC(=CC21)NC=2SC(=CN2)C)OC2CN(CC2)C(C=C)=O 1-(3-((1-ethyl-6-((5-methylthiazol-2-yl)amino)-1H-pyrrolo[3,2-c]pyridin-4-yl)oxy)pyrrolidin-1-yl)prop-2-en-1-one